OC(C)C=1C(=NC(=CC1)N1C=NC2=C1C=CC(=C2)C=2C(=NN(C2)C)OC)N2N=C(C=C2C)C#N 1-[3-(1-hydroxyethyl)-6-[5-(3-methoxy-1-methyl-pyrazol-4-yl)benzoimidazol-1-yl]-2-pyridinyl]-5-methyl-pyrazole-3-carbonitrile